N[C@@H](C(=O)O)CCP(=O)(C)O |r| (2RS)-2-amino-4-[hydroxy(methyl)-phosphinoyl]butyric acid